CC=1C=C(C(=C(C1)C1=C(C=CC=C1)[Li])OC1OCCCC1)[Si](CC)(CC)CC (5'-methyl-2'-((tetrahydro-2H-pyran-2-yl)oxy)-3'-(triethylsilyl)-[1,1'-biphenyl]-2-yl)lithium